5h-Indole-3-acetic acid N=1C=C(C2=CCC=CC12)CC(=O)O